(R)-3-amino-N-(2-((4-fluorophenyl)amino)-2-oxo-1-phenylethyl)-6-(1-(1-(3-(piperazin-1-yl)propyl)piperidin-4-yl)-1H-pyrazol-4-yl)pyrazine-2-carboxamide hydrochloride Cl.NC=1C(=NC(=CN1)C=1C=NN(C1)C1CCN(CC1)CCCN1CCNCC1)C(=O)N[C@@H](C(=O)NC1=CC=C(C=C1)F)C1=CC=CC=C1